4-[2-(2,2-difluoroethoxy)ethyl-[4-(5,6,7,8-tetrahydro-1,8-naphthyridin-2-yl)butyl]amino]-2-[[2-(trifluoromethyl)benzoyl]amino]butanoic acid FC(COCCN(CCC(C(=O)O)NC(C1=C(C=CC=C1)C(F)(F)F)=O)CCCCC1=NC=2NCCCC2C=C1)F